B(O)(OC[C@@H](CO)C=1C=NC=C(C1)C1=CC(=C(C=C1)OC)OCCC)[O-] hydrogen ((R)-3-hydroxy-2-(5-(4-methoxy-3-propoxyphenyl) pyridin-3-yl) propyl) borate